3-(5-(4-(1-((R)-3-(4-amino-3-(4-phenoxyphenyl)-1H-pyrazolo(3,4-d)pyrimidin-1-yl)piperidine-1-carbonyl)piperidin-4-yl)piperazin-1-yl)-1-oxoisoindolin-2-yl)piperidine-2,6-dione NC1=C2C(=NC=N1)N(N=C2C2=CC=C(C=C2)OC2=CC=CC=C2)[C@H]2CN(CCC2)C(=O)N2CCC(CC2)N2CCN(CC2)C=2C=C1CN(C(C1=CC2)=O)C2C(NC(CC2)=O)=O